5-(3-(5-cyclopropyl-1-(2,2-difluoroethyl)-1H-pyrazol-3-yl)-2-fluoro-6-hydroxyphenyl)-1,2,5-thiadiazolidin-3-one 1,1-dioxide C1(CC1)C1=CC(=NN1CC(F)F)C=1C(=C(C(=CC1)O)N1CC(NS1(=O)=O)=O)F